(6-(Cyclopropanecarbonyl)-2,6-diazaspiro[3.3]heptan-2-yl)(5-isopropyl-1H-pyrazol-3-yl)methanone C1(CC1)C(=O)N1CC2(CN(C2)C(=O)C2=NNC(=C2)C(C)C)C1